ClC=1C=NC=CC1SC=1N=C2C(=NC1)NC(=N2)N2CCC1(CC2)[C@@H](C2=NC=CC=C2O1)N (R)-1'-(5-((3-chloropyridin-4-yl)thio)-1H-imidazo[4,5-b]pyrazin-2-yl)-3H-spiro[furo[3,2-b]pyridine-2,4'-piperidin]-3-amine